N-(p-tolyl)pyridine-2-carboxamide C1(=CC=C(C=C1)NC(=O)C1=NC=CC=C1)C